dimethyl-(phenyl)silicon C[Si](C1=CC=CC=C1)C